C(#N)C1=NC2=CC(=CC(=C2N=C1N1CC=2N=C(SC2C1)C)[C@@H](C)NC1=C(C(=O)O)C=CC=C1)C (R)-2-((1-(2-cyano-7-methyl-3-(2-methyl-4,6-dihydro-5H-pyrrolo[3,4-d]thiazol-5-yl)quinoxalin-5-yl)ethyl)amino)benzoic acid